N,N-bis(Trimethylsilyl)aminopropylmethyldimethoxy-silan C[Si](N([Si](C)(C)C)CCC[Si](OC)(OC)C)(C)C